BrCCCCCOC1=C2C(N(C(C2=CC=C1)=O)C1C(NC(CC1)=O)=O)=O 4-((5-bromopentyl)oxy)-2-(2,6-dioxopiperidin-3-yl)isoindolin-1,3-dione